FC=1C(=NC(=NC1)NC1=CC=C(C=C1)OCCOC)NC=1C=C(C=CC1)C(C(=O)N)CCCC(=O)N (3-((5-fluoro-2-((4-(2-methoxyethoxy)phenyl)amino)pyrimidin-4-yl)amino)phenyl)hexanediamide